C(#C)C1=CC=C(CNC(=O)[C@H]2N(C[C@@H](C2)O)C([C@H](C(C)(C)C)NC(OC(C)(C)C)=O)=O)C=C1 tert-butyl ((S)-1-((2S,4R)-2-((4-ethynylbenzyl)carbamoyl)-4-hydroxypyrrolidin-1-yl)-3,3-dimethyl-1-oxobutan-2-yl)carbamate